FC1=CC=C(OC=2C=C(C=CC2)C2=CC(CC2)N(C(=O)N)O)C=C1 (+)-N-{3-[3-(4-fluorophenoxy)phenyl]-2-cyclopenten-1-yl}-N-hydroxyurea